(1-Benzyl-4,4-difluoro-pyrrolidin-3-yl) 4-methylbenzenesulfonate CC1=CC=C(C=C1)S(=O)(=O)OC1CN(CC1(F)F)CC1=CC=CC=C1